3-fluoro-4-(1-((6-(piperidin-4-yl)pyridin-2-yl)oxy)cyclopropyl)benzonitrile FC=1C=C(C#N)C=CC1C1(CC1)OC1=NC(=CC=C1)C1CCNCC1